NCCN1C(N(C2=CC=CC=C2C1=O)CC(=O)O)=O 3-(2-aminoethyl)-1-carboxymethyl-quinazoline-2,4-dione